FC1=NC=CC2=C1CC1CCC2N1 (±)-1-Fluoro-6,7,8,9-tetrahydro-5H-5,8-epiminocyclohepta[c]pyridine